ClC=1N=NC(=CN1)N[C@H]1[C@H]([C@@H]2CC[C@H](C1)N2C(=O)OC(C)(C)C)F |r| (±)-tert-butyl (1S,2R,3R,5R)-3-((3-chloro-1,2,4-triazin-6-yl)amino)-2-fluoro-8-azabicyclo[3.2.1]octane-8-carboxylate